C1N(CC2=CC=CC=C12)CCCCCCCSC1=C2CN(C(C2=CC=C1)=O)C1C(NC(CC1)=O)=O 3-(4-((7-(isoindolin-2-yl)heptyl)thio)-1-oxoisoindolin-2-yl)piperidine-2,6-dione